COCCN1N=CC(=C1)NC=1SC=C(N1)C1=CC=C(C=C1)N1C(OCC1)=O 3-(4-{2-[1-(2-Methoxy-ethyl)-1H-pyrazol-4-ylamino]-thiazol-4-yl}-phenyl)-oxazolidin-2-one